C(C)(C)(C)OC(=O)N1C(C(C(CC1)C1=CC=C(C=C1)OC)CO)C (+/-)-(trans)-3-(hydroxymethyl)-4-(4-methoxyphenyl)-2-methylpiperidine-1-carboxylic acid tert-butyl ester